Methyl 3-((1-(4-fluoro-3-(trifluoromethyl) phenyl) cyclopropyl) (methoxycarbonyl)amino)azetidine-1-carboxylate FC1=C(C=C(C=C1)C1(CC1)N(C1CN(C1)C(=O)OC)C(=O)OC)C(F)(F)F